N-(4-Piperidinyl)-4-(2,6-dichlorobenzoyl-amino)-1H-pyrazol-3-carboxamid N1CCC(CC1)NC(=O)C1=NNC=C1NC(C1=C(C=CC=C1Cl)Cl)=O